ethyl 5-methyl-4-(2-((4-methylbenzyl)amino)-2-oxoethyl)-7-phenyl-4,7-dihydro[1,2,4]triazolo[1,5-a]pyrimidine-6-carboxylate CC=1N(C=2N(C(C1C(=O)OCC)C1=CC=CC=C1)N=CN2)CC(=O)NCC2=CC=C(C=C2)C